(3-(1'-methyl-3H-spiro[benzofuran-2,4'-piperidin]-5-yl)morpholino)methanone CN1CCC2(CC1)OC1=C(C2)C=C(C=C1)C1COCCN1C=O